5-(8-((4-isopropoxybenzyl)amino)quinolin-4-yl)picolinonitrile C(C)(C)OC1=CC=C(CNC=2C=CC=C3C(=CC=NC23)C=2C=CC(=NC2)C#N)C=C1